(3R)-1-(2-((3'-(4-(((carboxymethyl)amino)methyl)-3-fluoro-5-methoxybenzamido)-2,2'-dichloro-[1,1'-biphenyl]-3-yl)carbamoyl)-4,5,6,7-tetrahydropyrazolo[1,5-a]pyridin-4-yl)pyrrolidine C(=O)(O)CNCC1=C(C=C(C(=O)NC=2C(=C(C=CC2)C2=C(C(=CC=C2)NC(=O)C2=NN3C(C(CCC3)N3CCCC3)=C2)Cl)Cl)C=C1OC)F